N1(C=NC=C1)C(=N)N1C=NC=C1 (1H-imidazole-1-carboximidoyl)-1H-imidazole